C(C)(C)(C)OC(=O)NC1=NN2C(C=C(C=C2)C=2C(=NC(=C(C(=O)OCC([2H])([2H])[2H])C2)OC([2H])([2H])[2H])C)=N1 ethyl-d3 5-(2-((tert-butoxycarbonyl)amino)-[1,2,4]triazolo[1,5-a]pyridin-7-yl)-2-(methoxy-d3)-6-methylnicotinate